(3S)-3-(3-chloro-5-(trifluoromethyl)phenyl)-3-(2-(3-fluoro-4-((5-fluoro-1,4,5,6-tetrahydropyrimidine-2-yl)amino)-1H-indazole-6-carboxamido)acetamido)propanoic acid ClC=1C=C(C=C(C1)C(F)(F)F)[C@H](CC(=O)O)NC(CNC(=O)C1=CC(=C2C(=NNC2=C1)F)NC=1NCC(CN1)F)=O